NC1CCN(CC1)C1=C(C(=NC=C1C1=CC(=CC(=C1)C)F)N)C=1NC2=C(C=NC=C2)N1 4-(4-aminopiperidin-1-yl)-5-(3-fluoro-5-methylphenyl)-3-{1H-imidazo[4,5-c]pyridin-2-yl}pyridin-2-amine